tert-butyl N-(tert-butoxycarbonylamino)-N-(6-chloro-5-fluoro-3-pyridyl)carbamate C(C)(C)(C)OC(=O)NN(C(OC(C)(C)C)=O)C=1C=NC(=C(C1)F)Cl